FCS(=O)(=O)N[C@@H]1[C@@H](N([C@@H](C1)C)C(=O)OC(C)C)COC1CC2CC2(CC1)C1=NC=C(C=N1)F isopropyl (2R,3S,5R)-3-((fluoromethyl)sulfonamido)-2-(((6-(5-fluoropyrimidin-2-yl)bicyclo[4.1.0]heptan-3-yl)oxy)methyl)-5-methylpyrrolidine-1-carboxylate